BrC/C=C/C(=O)NC1=C(C=C(C=C1F)C(=O)C1=CC=C2C(=CC=CN12)C1=C(C2=C(N(C(=N2)C)C)C=C1C(F)(F)F)Cl)F (e)-4-bromo-N-(4-(8-(4-chloro-1,2-dimethyl-6-(trifluoromethyl)-1H-benzo[d]imidazol-5-yl)indolizine-3-carbonyl)-2,6-difluorophenyl)but-2-enamide